N-(6-chlorochroman-4-yl)-3-[(4,4-diethyl-2-imino-6-oxo-hexahydropyrimidin-1-yl)methyl]benzamide ClC=1C=C2C(CCOC2=CC1)NC(C1=CC(=CC=C1)CN1C(NC(CC1=O)(CC)CC)=N)=O